2-amino-2-(hydroxymethyl)propane-1,3-diol (R)-3-(5-chloro-2-oxo-6-(1-(pyridin-2-yl)ethoxy)benzo[d]oxazol-3(2H)-yl)propanoate ClC=1C(=CC2=C(N(C(O2)=O)[C@@H](C(=O)OCC(CO)(CO)N)C)C1)OC(C)C1=NC=CC=C1